FC(C(C(F)(F)F)(C(F)(F)F)F)(F)F perfluoro-2-methylpropane